CS(=O)(=O)O[C@H]1C[C@@H](N(CC1)C(=O)OC(C)(C)C)C(=O)OCC1=CC=CC=C1 2-benzyl 1-(tert-butyl) (2R,4R)-4-((methylsulfonyl)oxy)piperidine-1,2-dicarboxylate